Molybdenum Disodium [Na].[Na].[Mo]